(2S)-1-(tert-butoxycarbonyl)-4-hydroxypyrrolidine-2-carboxylic acid C(C)(C)(C)OC(=O)N1[C@@H](CC(C1)O)C(=O)O